CS(=O)(=O)CC1CN(C1)C(=O)OC(C)(C)C tert-Butyl 3-(methanesulfonylmethyl)azetidine-1-carboxylate